(P)-3-bromo-4-((5-fluoro-3-methylpyridin-2-yl)methoxy)-6''-(2-hydroxypropan-2-yl)-3'',5',6-trimethyl-2H-[1,4':2',2''-terpyridin]-2-one BrC=1C(N(C(=CC1OCC1=NC=C(C=C1C)F)C)C1=CC(=NC=C1C)C1=NC(=CC=C1C)C(C)(C)O)=O